CN(C1CC2(CN(C2)C(=O)C2(CC2)C#N)C1)C=1C2=C(N=CN1)NC=C2 1-(6-(methyl-(7H-pyrrolo[2,3-d]pyrimidin-4-yl)amino)-2-azaspiro[3.3]heptane-2-carbonyl)cyclopropanecarbonitrile